FC(C(=O)O)(F)F.F[C@@H]1C[C@H](NC1)C(CC(=O)OCC)=O Ethyl 3-((2S,4R)-4-fluoropyrrolidin-2-yl)-3-oxopropanoate, trifluoroacetic acid salt